N1=CC=C(C2=CN=CC=C12)O 1,6-naphthyridin-4-ol